(S)-3-((((9H-fluoren-9-yl)methoxy)carbonyl)amino)-4-oxo-4-(pyrrolidin-1-yl)butanoic acid C1=CC=CC=2C3=CC=CC=C3C(C12)COC(=O)N[C@@H](CC(=O)O)C(N1CCCC1)=O